cyclohexenedimethanol C1CC=CC(C1)(CO)CO